((5-bromo-2-pyridyl)methyl)2-methyl-propionamide BrC=1C=CC(=NC1)CC(C(=O)N)(C)C